NC1=NC=C(C=C1O[C@H](C)C=1C=C(C=CC1)NC(C1=CC(=CC=C1)SC)=O)C=1C=NN(C1)C (R)-N-(3-(1-((2-Amino-5-(1-methyl-1H-pyrazol-4-yl)pyridin-3-yl)oxy)ethyl)phenyl)-3-(methylthio)benzamid